bis-isooctyl-diazabicyclooctane bromine salt [Br].C(CCCCC(C)C)C1N(N(CCCCC1)C1CCCCCCC1)CCCCCC(C)C